butandiol dimethacrylate C(C(=C)C)(=O)OC(CCC)OC(C(=C)C)=O